C(C1=CC=CC=C1)C1(CN(C1)C=1C=2N(C=CC1)N=C(N2)NC=2C=NN(C2)CC(=O)N2CCN(CC2)C)CC#N 2-[3-benzyl-1-[2-[[1-[2-(4-methylpiperazin-1-yl)-2-oxo-ethyl]pyrazol-4-yl]amino]-[1,2,4]triazolo[1,5-a]pyridin-8-yl]azetidin-3-yl]acetonitrile